N-(cyclohexyl-(4-isopropoxyphenyl)methyl)tetrahydro-2H-pyran-4-amine C1(CCCCC1)C(NC1CCOCC1)C1=CC=C(C=C1)OC(C)C